phenylbis(2-(trifluoromethyl)phenyl)sulfonium chloride [Cl-].C1(=CC=CC=C1)[S+](C1=C(C=CC=C1)C(F)(F)F)C1=C(C=CC=C1)C(F)(F)F